N12CC(CC(CC1)C2)N Azabicyclo[3.2.1]octan-3-amine